C(C)(=O)OC1=CC=C(C=CC(=O)O)C=C1 p-acetoxycinnamic acid